(3-(((2-(4'-Fluoro-2'-(4-methyl-4H-1,2,4-triazol-3-yl)-[1,1'-biphenyl]-3-yl)-7-(trifluoromethyl)-1H-benzo[d]imidazol-5-yl)methyl)amino)oxetan-3-yl)methanol FC1=CC(=C(C=C1)C1=CC(=CC=C1)C1=NC2=C(N1)C(=CC(=C2)CNC2(COC2)CO)C(F)(F)F)C2=NN=CN2C